(4-((6-((3-ethyloxetan-3-yl)methoxy)hexyl)oxy)-9H-carbazole-9-yl)-N,N-diphenyl-aniline C(C)C1(COC1)COCCCCCCOC1=CC=CC=2N(C3=CC=CC=C3C12)C1=C(N(C2=CC=CC=C2)C2=CC=CC=C2)C=CC=C1